2,4,5-tribromo-1-(3,6,9-trioxadecyl)imidazole BrC=1N(C(=C(N1)Br)Br)CCOCCOCCOC